C(#N)C=1C=C(C=CC1)C1=NN2C(N=C(C=C2)C(=O)NCC2(NC(NC2=O)=O)C)=C1C1=C(C(=NC(=C1)C)C)F (3-cyanophenyl)-3-(3-fluoro-2,6-dimethyl-4-pyridinyl)-N-[(4-methyl-2,5-dioxo-imidazolidin-4-yl)methyl]pyrazolo[1,5-a]pyrimidine-5-carboxamide